ClC=1C=NC=CC1CC(=O)N1CCC2=CC(=CC(=C12)F)C1=NC(=NC=C1)NC1=CC=NN1C 2-(3-chloropyridin-4-yl)-1-(7-fluoro-5-(2-((1-methyl-1H-pyrazol-5-yl)amino)pyrimidin-4-yl)indolin-1-yl)ethan-1-one